2-bromo-N-(p-fluorophenyl)butanamide BrC(C(=O)NC1=CC=C(C=C1)F)CC